7-(3,4-difluoro-5-methoxyphenyl)-N-methoxy-N-methyl-5,6,7,8-tetrahydro-2,7-naphthyridine-3-carboxamide FC=1C=C(C=C(C1F)OC)N1CCC=2C=C(N=CC2C1)C(=O)N(C)OC